(4-fluorobenzyl)-N-((3S,4S)-3-fluoropiperidin-4-yl)cyclopropane-1-carboxamide FC1=CC=C(CC2(CC2)C(=O)N[C@@H]2[C@H](CNCC2)F)C=C1